N1(CCOCC1)C=1C=CC2=C(NC(=N2)C2=NNC3=CC=C(C=C23)NC(C=C)=O)C1 N-(3-(6-morpholinyl-1H-benzoimidazol-2-yl)-1H-indazol-5-yl)acrylamide